bis(1-oxyl-2,2,6,6-tetramethylpiperidin-4-yl) butanedioate C(CCC(=O)OC1CC(N(C(C1)(C)C)O)(C)C)(=O)OC1CC(N(C(C1)(C)C)O)(C)C